C(C)(C)(C)N1CCC2(CC1)C1CCCC[C@H]1C2N[S@](=O)C(C)(C)C Tert-Butyl-(R)-8-(((R)-tert-butylsulfinyl)amino)spiro[bicyclo[4.2.0]octane-7,4'-piperidine]